[(1R)-3-Methyl-1-[[(2S)-1-oxo-3-phenyl-2-[(pyrazinylcarbonyl)amino]propyl]amino]butyl]boronic Acid CC(C[C@H](NC([C@H](CC1=CC=CC=C1)NC(=O)C1=NC=CN=C1)=O)B(O)O)C